methyl-hexahydrobenzene CC1CCCCC1